CC(C(O)O)(CC(CCC)C)CCC 2,4-Di-methyl-2-propylheptandiol